FC=1C=CC(=C(C(=O)N(C(C)C)C(C)C)C1)N1C(=C(C=2C1=CN=CC2)C(=O)C2CCN(CC2)C(=O)[C@H]2N[C@H](CC2)C)C 5-Fluoro-N,N-diisopropyl-2-(2-methyl-3-(1-((2S,5S)-5-methylpyrrolidine-2-carbonyl)piperidine-4-carbonyl)-1H-pyrrolo[2,3-c]pyridin-1-yl)benzamide